4-(4-chloro-2-fluorophenyl)-7-methyl-2-(2-(tetrahydro-3-furanyl)-4-morpholinyl)pteridine ClC1=CC(=C(C=C1)C1=NC(=NC2=NC(=CN=C12)C)N1CC(OCC1)C1COCC1)F